5-bromo-8-chloro-2-methylisoquinolin-1(2H)-one BrC1=C2C=CN(C(C2=C(C=C1)Cl)=O)C